CC(C)(OC(CCOCCOCCOCCOCCC(=O)O)=O)C 2,2-dimethyl-4-oxo-3,7,10,13,16-pentaoxanonadecan-19-oic acid